5-{2-[(1Z)-2-methyl-1-{[4-(3-methylphenoxy)phenyl]methylene}-1H-inden-3-yl]ethyl}-1H-1,2,3,4-tetrazole CC=1/C(/C2=CC=CC=C2C1CCC1=NN=NN1)=C/C1=CC=C(C=C1)OC1=CC(=CC=C1)C